1-eicosene C=CCCCCCCCCCCCCCCCCCC